S(N)(=O)(=O)C1=NN=C(S1)C(C(=O)N)CC(=O)N (5-sulfamoyl-1,3,4-thiadiazol-2-yl)succinamide